2-((2,6-dichlorophenyl)thio)-1-(2-fluoro-4-(5-(trifluoromethyl)-1,2,4-oxadiazol-3-yl)phenyl)ethan-1-one ClC1=C(C(=CC=C1)Cl)SCC(=O)C1=C(C=C(C=C1)C1=NOC(=N1)C(F)(F)F)F